5-fluoro-3-[3-(3-fluoro-5-methylphenyl)-4-(3-{[(2-hydroxyethyl)amino]methyl}azetidin-1-yl)quinolin-6-yl]-2-hydroxybenzonitrile FC=1C=C(C(=C(C#N)C1)O)C=1C=C2C(=C(C=NC2=CC1)C1=CC(=CC(=C1)C)F)N1CC(C1)CNCCO